meta-phenylene glycol C1(=CC(=CC=C1)O)O